6-((2,6-difluorophenyl)amino)-5-nitronicotinonitrile FC1=C(C(=CC=C1)F)NC1=NC=C(C#N)C=C1[N+](=O)[O-]